3-amino-1,2-dihydroxypropane phosphoramidite P(O)(O)N.NCC(CO)O